ClC(C(S(=O)(=O)O)(Cl)Cl)Cl TetrachloroethaneSulfonic Acid